FC1=C(C(=CC=C1)OC)[C@H]1[C@H](O[C@](C1)(C(F)(F)F)C)C(=O)NC1=CC(=NC=C1)C(=O)N (2S,3S,5R)-4-[[3-(2-fluoro-6-methoxy-phenyl)-5-methyl-5-(trifluoromethyl)tetrahydrofuran-2-carbonyl]amino]pyridine-2-carboxamide